Vinylbenzylchlorid C(=C)C(C1=CC=CC=C1)Cl